C(C)(C)N1C=C(C=CC1=O)C=1C=C(C=CC1)C(C(C(=O)NC1=CC=C(C=C1)C=1N(C=NC1)C)NC(=O)C=1N(N=CC1)C)C1=CC=CC=C1 N-[1-[[3-(1-isopropyl-6-oxo-3-pyridyl)phenyl]-phenyl-methyl]-2-[4-(3-methylimidazol-4-yl)anilino]-2-oxo-ethyl]-2-methyl-pyrazole-3-carboxamide